1-acetyl-4-(3-(cyclopropylmethoxy)-4-(difluoromethoxy)phenyl)-2,5-dihydro-1H-pyrrole-2-carboxylic acid C(C)(=O)N1C(C=C(C1)C1=CC(=C(C=C1)OC(F)F)OCC1CC1)C(=O)O